4-((5-([1,2,4]triazolo[1,5-a]pyridin-6-yl)-7H-pyrrolo[2,3-d]pyrimidin-2-yl)amino)-N,N-dimethylcyclohexane-1-carboxamide N=1C=NN2C1C=CC(=C2)C2=CNC=1N=C(N=CC12)NC1CCC(CC1)C(=O)N(C)C